ClC1=NC(=C2N=CN(C2=N1)[C@@H]1[C@@H]2[C@]([C@@H]3[C@H]1OC(O3)(C)C)(C2)CSC2=CC(=C(C=C2)OC)OC)NC(C2CCCC2)C2CCCC2 Chloro-N-(dicyclopentylmethyl)9-((3aR,3bS,4aS,5R,5aS)-3b-(((3,4-dimethoxyphenyl)thio)methyl)-2,2-dimethylhexahydrocyclopropa[3,4]cyclopenta[1,2-d][1,3]dioxol-5-yl)-9H-purin-6-amine